OC([C@H](NC)C(=O)O)C1=CC=CC=C1 β-hydroxy-N-methyl-L-phenylalanine